CCCCCCCCCCCCCC/C=C\OC[C@H](COP(=O)([O-])OCC[N+](C)(C)C)OC(=O)CCCCCCCCCCCC 1-(1Z-hexadecenyl)-2-tridecanoyl-glycero-3-phosphocholine